sulfonyl-2-(1H-pyrrolo[2,3-b]pyridin-5-yl-oxy)benzamide benzyl-2-pyrroline-1-benzoate C(C1=CC=CC=C1)OC(C1=CC=CC=C1N1C=CCC1)=O.S(=O)(=O)=NC(C1=C(C=CC=C1)OC=1C=C2C(=NC1)NC=C2)=O